3-azetidinecarbonitrile N1CC(C1)C#N